F[C@H]1[C@@H](O[C@@H]([C@H]1O)CO)N1C(=O)NC(=O)C=C1 2'-fluorodeoxyuridine